ClC1=NC=C(C=2N=C(N=CC21)NC2CCC(CC2)OC)C2=CC=C1C=NCN(C1=C2)N2CCOCC2 5-Chloro-N-((1R,4R)-4-methoxycyclohexyl)-8-(1-morpholinoquinazolin-7-yl)pyrido[4,3-d]pyrimidine-2-amine